N1=C(C(=CC2=NC=CC=C12)S(=O)(=O)O)S(=O)(=O)O.COCCN(CC[C@@H](C(=O)O)NC1=NC=NC2=CC=CC=C12)CCCCC1=NC=2NCCCC2C=C1 (S)-4-((2-methoxyethyl)(4-(5,6,7,8-tetrahydro-1,8-naphthyridin-2-yl)butyl)amino)-2-(quinazolin-4-ylamino)butyric acid 1,5-naphthyridinedisulfonate